2-[4-{5-chloro-2-[4-(trifluoromethyl)-1H-imidazol-1-yl]phenyl}-5-methoxy-2-oxopyridin-1(2H)-yl]-4-methoxybutyric acid tert-butyl ester C(C)(C)(C)OC(C(CCOC)N1C(C=C(C(=C1)OC)C1=C(C=CC(=C1)Cl)N1C=NC(=C1)C(F)(F)F)=O)=O